The molecule is an organic heterotricyclic compound found in Pterocarpus santalinus. It has a role as a metabolite and a plant metabolite. It is an organic heterotricyclic compound, an aromatic ether, a cyclic ketone, a member of phenols, a tertiary alcohol and a tertiary alpha-hydroxy ketone. COC1=CC(=O)[C@@]2(C[C@]1([C@H](C3=CC(=C(C=C32)OC)O)C=C)OC)O